(S)-3-((R)-1-oxo-1,3,5,5a,6,7,8,9-octahydro-2H-pyrazino[1',2':4,5][1,4]oxazino[2,3-e]isoindol-2-yl)piperidine-2,6-dione O=C1N(CC2=C3C(=CC=C12)N1[C@@H](CO3)CNCC1)[C@@H]1C(NC(CC1)=O)=O